CC1=C(C=C(C(=C1)C#C[Si](C)(C)C)C)NC1=CC=C2C(=N1)OCCO2 N-(2,5-dimethyl-4-((trimethylsilyl)ethynyl)phenyl)-2,3-dihydro-[1,4]dioxino[2,3-b]pyridin-6-amine